6-Phenyldipyrido[1,2-a:2',1'-c]pyrazine-5,8-diium dibromide [Br-].[Br-].C1(=CC=CC=C1)C1=C[N+]2=C(C3=[N+]1C=CC=C3)C=CC=C2